N-(4-(5-(o-tolyloxy)pentyl)phenyl)piperazine-1-carboxamide hydrochloride Cl.C1(=C(C=CC=C1)OCCCCCC1=CC=C(C=C1)NC(=O)N1CCNCC1)C